C(=O)=C1C=CN=C2N1C=CC=C2 4-carbonyl-4H-pyrido[1,2-a]pyrimidine